(E)-1-cyanoprop-1-en-2-ol sodium salt [Na].C(#N)\C=C(/C)\O